5'-(benzyloxy)-4'-methyl-[2,3'-bipyridine]-6'-carbonitrile C(C1=CC=CC=C1)OC=1C(=C(C=NC1C#N)C1=NC=CC=C1)C